C12COCC(N1C=1SC3=C(N1)C=CC(=C3C(=O)NC3=C(C(=O)O)C=CC(=C3)C#N)OC)C2 2-(2-(3-Oxa-6-azabicyclo[3.1.1]heptan-6-yl)-6-methoxybenzo[d]thiazole-7-carboxamido)-4-cyanobenzoic acid